C1(CC1)C1=NC=NC(=C1C1=NN2C(C(=CC=C2)CC2=CC=C(C=C2)C=2N(C=C(N2)C(F)(F)F)C(C)C)=N1)OC 2-(4-cyclopropyl-6-methoxypyrimidin-5-yl)-8-(4-(1-isopropyl-4-(trifluoromethyl)-1H-imidazol-2-yl)benzyl)-[1,2,4]triazolo[1,5-a]pyridine